tert-butyl 4-(2-(benzofuran-5-yl)-5-ethyl-7-oxo-4-(2-oxo-2-((4-(pentafluoro-λ6-sulfanyl)phenyl)amino)ethyl)-4,7-dihydro-[1,2,4]triazolo[1,5-a]pyrimidin-6-yl)piperazine-1-carboxylate O1C=CC2=C1C=CC(=C2)C2=NN1C(N(C(=C(C1=O)N1CCN(CC1)C(=O)OC(C)(C)C)CC)CC(NC1=CC=C(C=C1)S(F)(F)(F)(F)F)=O)=N2